N-((S)-1-(4-(Methylsulfonyl)phenyl)ethyl)-4-((R)-3-(3-(trifluoromethyl)phenoxy)pyrrolidin-1-yl)tetrahydro-2H-pyran-4-carboxamide CS(=O)(=O)C1=CC=C(C=C1)[C@H](C)NC(=O)C1(CCOCC1)N1C[C@@H](CC1)OC1=CC(=CC=C1)C(F)(F)F